C(C)(C)(C)C=1C=C(CN(CC2=CC(=C(C(=C2)C(C)(C)C)O)C(C)(C)C)CC2=CC(=C(C(=C2)C(C)(C)C)O)C(C)(C)C)C=C(C1O)C(C)(C)C tris-(3,5-di-tert-butyl-4-hydroxybenzyl)amine